tert-butyl 3-((6-bromo-2-methylpyridin-3-yl)oxy)pyrrolidine-1-carboxylate BrC1=CC=C(C(=N1)C)OC1CN(CC1)C(=O)OC(C)(C)C